OC1=C(C(=NN1C=1SC=CN1)C1=CC2=CC=CC=C2C=C1)CC1=CC=C(C=C1)S(N)(=O)=O (5-hydroxy-3-(naphthalen-2-yl)-4-(4-sulfamoylbenzyl)-1H-pyrazol-1-yl)thiazole